(S)-N-(5-(2-(1-cyclopropylethyl)-4-(ethylsulfonylamino)-3-oxo-2,3-dihydro-1H-pyrrolo[3,4-c]pyridin-6-yl)-4-methylthiazol-2-yl)acetamide C1(CC1)[C@H](C)N1C(C=2C(=NC(=CC2C1)C1=C(N=C(S1)NC(C)=O)C)NS(=O)(=O)CC)=O